C[C@]12CC[C@H]3[C@H]([C@@H]1CC[C@@H]2CC(O)(O)O)CC=C4[C@@]3(CCCC4)C 5-pregnenetriol